4-(2,6-difluoro-4-nitrophenoxy)-3-[1-(propan-2-yl)-1H-pyrazol-3-yl]-1-{[2-(trimethylsilyl)ethoxy]methyl}-1H-pyrrolo[2,3-b]pyridine FC1=C(OC2=C3C(=NC=C2)N(C=C3C3=NN(C=C3)C(C)C)COCC[Si](C)(C)C)C(=CC(=C1)[N+](=O)[O-])F